tetra-tert-butyl 6,6',6'',6'''-((((4-hydroxypyridine-2,6-diyl)bis(methylene)) bis(azanetriyl))tetrakis(methylene))tetrapicolinate OC1=CC(=NC(=C1)CN(CC1=CC=CC(=N1)C(=O)OC(C)(C)C)CC1=CC=CC(=N1)C(=O)OC(C)(C)C)CN(CC1=CC=CC(=N1)C(=O)OC(C)(C)C)CC1=CC=CC(=N1)C(=O)OC(C)(C)C